tert-butyl (1R,4R)-5-(2-(2-bromo-3-fluoroisonicotinamido)-4-fluorophenyl)-2,5-diazabicyclo[2.2.1]heptane-2-carboxylate BrC=1C(=C(C(=O)NC2=C(C=CC(=C2)F)N2[C@H]3CN([C@@H](C2)C3)C(=O)OC(C)(C)C)C=CN1)F